[N+](=O)([O-])C1=CC=C(C=C1)N1CCN(CC1)N 4-(4-nitrophenyl)piperazin-1-amine